(2S)-N-[(1S)-1-[[4-(hydroxymethyl)phenyl]carbamoyl]-2-methyl-propyl]pyrrolidine-2-carboxamide OCC1=CC=C(C=C1)NC(=O)[C@H](C(C)C)NC(=O)[C@H]1NCCC1